NC1=CC(=C(C=C1)S(=O)(=O)NCCCO[C@H]1O[C@H]2[C@@]34C([C@@H](CC[C@H]3[C@H]1C)C)CC[C@@](OO4)(O2)C)Cl 4-Amino-2-chloro-N-(3-(((3R,6R,8aS,9R,10S,12R,12aR)-3,6,9-trimethyldecahydro-12H-3,12-epoxy[1,2]dioxepino[4,3-i]isochromen-10-yl)oxy)propyl)benzenesulfonamide